S1C(=NC=C1)C1=NN=C(S1)NC(=O)C=1C(N(C2=CC(=CC=C2C1O)Cl)CC)=O N-(5-(thiazol-2-yl)-1,3,4-thiadiazol-2-yl)-1-ethyl-7-chloro-4-hydroxy-2-quinolone-3-carboxamide